7-cyclopropyl-1-(4-(difluoromethoxy)phenyl)-3-(2-(hydroxymethyl)-1-methyl-1H-benzo[d]imidazol-6-yl)-2(1H)-quinoxalinone C1(CC1)C1=CC=C2N=C(C(N(C2=C1)C1=CC=C(C=C1)OC(F)F)=O)C=1C=CC2=C(N(C(=N2)CO)C)C1